C(C)(S\C(=C\[Si](C)(C)C)\N(S(=O)(=O)C1=CC=C(C=C1)C)C)=O (E)-S-1-(N,4-dimethylphenylsulfonamido)-2-(trimethylsilyl)vinyl ethanethioate